N1CCC(CC1)OCC#CC=1C=2N(C=CC1)C(=CN2)N2CNCC=C2 1-(8-(3-(Piperidin-4-yloxy)prop-1-yn-1-yl)imidazo[1,2-a]pyridin-3-yl)dihydropyrimidine